3-(Ethyliminomethylideneamino)-N,N-dimethylpropan-1-amine hydrochloride Cl.C(C)N=C=NCCCN(C)C